5-isopropyl-4-(4,4,5,5-tetramethyl-1,3,2-dioxaborolan-2-yl)-1-{[2-(trimethylsilyl)ethoxy]methyl}-1H-pyrazole C(C)(C)C1=C(C=NN1COCC[Si](C)(C)C)B1OC(C(O1)(C)C)(C)C